CN(CC1=CC=C(C=C1)C(C)C)C dimethyl-4-(1-methylethyl)benzylamine